N-(4-(4-amino-7-cyano-3-(4-((5-fluoropyrimidin-2-yl)oxy)phenyl)-1-methyl-1H-pyrrolo[3,2-c]pyridin-2-yl)-3-fluorophenyl)methacrylamide NC1=NC=C(C2=C1C(=C(N2C)C2=C(C=C(C=C2)NC(C(=C)C)=O)F)C2=CC=C(C=C2)OC2=NC=C(C=N2)F)C#N